(4-(5-(2-tert-butoxyethylamino)isoxazol-3-yl)piperidin-1-yl)(3-chloro-4-(trifluoromethoxy)phenyl)methanone C(C)(C)(C)OCCNC1=CC(=NO1)C1CCN(CC1)C(=O)C1=CC(=C(C=C1)OC(F)(F)F)Cl